C(C)(=O)NC=1C(=NC=CC1)C=1C=C(SC1)C(=O)NC1=CC(=CC=C1)NS(=O)(=O)C 4-(3-acetamidopyridin-2-yl)-N-(3-(methylsulfonamido)phenyl)thiophene-2-carboxamide